C(#N)C1=CC(=C(OC2=C(C(=C(C=N2)C2=NC=C(C=C2)C)C)C(=O)NC=2C=C(C=CC2)[S@](=O)(C)=NC(OC(C)(C)C)=O)C=C1)OC tert-butyl (R)-((3-(6'-(4-cyano-2-methoxyphenoxy)-4',5-dimethyl-[2,3'-bipyridine]-5'-carboxamido)phenyl)(methyl)(oxo)-λ6-sulfaneylidene)carbamate